1-(6-(4-(5-methyl-1H-indazol-4-yl)-1,3,5-triazin-2-yl)-2,6-diazaspiro[3.4]octan-2-yl)prop-2-en-1-one CC=1C(=C2C=NNC2=CC1)C1=NC(=NC=N1)N1CC2(CN(C2)C(C=C)=O)CC1